ethyl bicyclo[2.2.2]octane-2,5-diene-2-carboxylate C12C(=CC(C=C1)CC2)C(=O)OCC